1-[4-(4-benzoylphenylsulfanyl)phenyl]-2-methyl-2-(4-methylbenzenesulfonyl)propan-1-one C(C1=CC=CC=C1)(=O)C1=CC=C(C=C1)SC1=CC=C(C=C1)C(C(C)(S(=O)(=O)C1=CC=C(C=C1)C)C)=O